(2S)-2-amino-3-[4-(2-aminoethoxy)phenyl]propanoic acid N[C@H](C(=O)O)CC1=CC=C(C=C1)OCCN